CNS(OCC(=O)NC=1SC2=C(N1)CCC[C@@H]2C2=CC(=C(C=C2)F)Cl)(=O)=O (R)-2-((7-(3-chloro-4-fluorophenyl)-4,5,6,7-tetrahydrobenzo[d]thiazol-2-yl)amino)-2-oxoethyl methylsulfamate